(±)-3-(2-Benzyl-3-chloro-7-oxo-2,4,5,7-tetrahydro-6H-pyrazolo[3,4-c]pyridin-6-yl)-1-methyl-7-(1-methyl-1H-pyrazol-5-yl)-3,4-dihydro-[1,4]diazepin C(C1=CC=CC=C1)N1N=C2C(N(CCC2=C1Cl)[C@@H]1CN(C(=CCN1)C1=CC=NN1C)C)=O |r|